CC1=C(C=CC=2OCCOC21)NC2=NC1=CC=CC=C1C(=N2)NCCCO 3-((2-((5-methyl-2,3-dihydrobenzo[b][1,4]dioxin-6-yl)amino)quinazolin-4-yl)amino)propan-1-ol